(2S,5R)-6-(sulfooxy)-7-oxo-1,6-diazabicyclo[3.2.1]octane-2-formamide S(=O)(=O)(O)ON1[C@@H]2CC[C@H](N(C1=O)C2)C(=O)N